C(#N)C=1C(=NC=CC1C1=C(C(=CC=C1)NC(C1=NC=C(C=C1)CN1C[C@@H](CC1)O)=O)C)/C=C/C1=CC(=C(CN2C[C@@H](CC2)C(=O)O)C=C1C1CC1)C (R)-1-(4-((E)-2-(3-cyano-4-(3-(5-(((R)-3-hydroxypyrrolidin-1-yl)methyl)picolinamido)-2-methylphenyl)pyridin-2-yl)vinyl)-5-cyclopropyl-2-methylbenzyl)pyrrolidine-3-carboxylic acid